NC=C(C#N)[N+](=O)[O-] 3-amino-2-nitroacrylonitrile